N1(CCC1)C1CN(C1)C(=O)OC(C)(C)C tert-butyl [1,3'-biazetidine]-1'-carboxylate